C(#N)C=1C=C(C=CC1)C1=NN2C(N=C(C=C2)C(=O)N[C@H](C(=C)C)C)=C1C1=CC(=NC(=C1)C)C 2-(3-cyanophenyl)-N-[(1S)-1,2-dimethylallyl]-3-(2,6-dimethyl-4-pyridyl)pyrazolo[1,5-a]pyrimidine-5-carboxamide